3-methyl-cyclotridecanone CC1CC(CCCCCCCCCC1)=O